ClC1=NC=C(C(=N1)Cl)CN1CCC(CC1)OCC(CF)O 1-({1-[(2,4-dichloropyrimidin-5-yl)methyl]piperidin-4-yl}oxy)-3-fluoropropan-2-ol